COC(=O)C1=C(C(=CC2=C1N(C=N2)C)Cl)F 5-Chloro-6-fluoro-1-methyl-1H-benzimidazole-7-carboxylic acid methyl ester